3-(pyrrolidin-1-yl)-N-[5-(4,4,5,5-tetramethyl-1,3,2-dioxaborolan-2-yl)pyridin-3-yl]propanamide N1(CCCC1)CCC(=O)NC=1C=NC=C(C1)B1OC(C(O1)(C)C)(C)C